1-{[7-bromo-4-(hydroxymethyl)(2-quinolyl)]amino}-3,4-dimethylazoline-2,5-dione BrC1=CC=C2C(=CC(=NC2=C1)NN1C(C(=C(C1=O)C)C)=O)CO